C(CCCCCCCCCCCCCCC)(=O)N[C@H](C(=O)O)CCC(=O)N[C@@H](CSC(CCCCCCCCCCCCCCC)=O)C(=O)NCC(=O)O N,S-dipalmitoyl-glutathione